2-[[(1R)-1-[2-[3-(Difluoromethyl)phenyl]-6-fluoro-4-oxo-chromen-8-yl]ethyl]amino]benzoic acid FC(C=1C=C(C=CC1)C=1OC2=C(C=C(C=C2C(C1)=O)F)[C@@H](C)NC1=C(C(=O)O)C=CC=C1)F